ClC1=C(OC=2C=C(CN3C[C@H](N(CC3)C(=O)N3N=C(C=C3)C(=O)O)C)C=C(C2)F)C=CC=C1 (R)-1-(4-(3-(2-chlorophenoxy)-5-fluorobenzyl)-2-methylpiperazine-1-carbonyl)-1H-pyrazole-3-carboxylic acid